C(#N)C(COOCC)NC(C1=CC(=CC(=C1)Cl)Cl)=O N-(1-cyano-2-ethylperoxyethyl)-3,5-dichlorobenzamide